8-(3-fluoro-6,7-dimethoxy-4-quinolyl)-2,8-diazaspiro[4.5]decane-2-carboxylic acid tert-butyl ester C(C)(C)(C)OC(=O)N1CC2(CC1)CCN(CC2)C2=C(C=NC1=CC(=C(C=C21)OC)OC)F